9-tosyl-9H-carbazole S(=O)(=O)(C1=CC=C(C)C=C1)N1C2=CC=CC=C2C=2C=CC=CC12